4-(4-((2-ethyloctyl)oxy)butoxy)butan-1-ol C(C)C(COCCCCOCCCCO)CCCCCC